DIMETHYLCURCUMIN COC1C=CC(/C=C/C(=O)/C=C(O)/C=C/C2C=CC(OC)=C(OC)C=2)=CC=1OC